OC[C@]1(C([C@H]2CCCN1CC2)=O)COC (1R,5S,7R)-7-(hydroxymethyl)-7-(methoxymethyl)-1-azabicyclo[3.2.2]nonan-6-one